C(C1=CC=CC=C1)N1CC2CCCC(C1)C2O 3-benzyl-3-azabicyclo[3.3.1]nonan-9-ol